(S)-2,3-dihydroxypropyl carbonate C(OC[C@H](CO)O)([O-])=O